phenylhexadecanoic acid C1(=CC=CC=C1)C(C(=O)O)CCCCCCCCCCCCCC